[1-(2-acryloyloxyethyl)-3-butylimidazolium] bis(trifluoromethane)sulfonimide [N-](S(=O)(=O)C(F)(F)F)S(=O)(=O)C(F)(F)F.C(C=C)(=O)OCCN1C=[N+](C=C1)CCCC